CC=1C(=NC=CC1)NC(C1=CC(=C(C=C1)OC(F)F)OC)=O N-(3-methylpyridin-2-yl)-4-difluoromethoxy-3-methoxybenzamide